N-(3-chlorophenyl)-6-(4H-1,2,4-triazol-4-yl)picolinamide ClC=1C=C(C=CC1)NC(C1=NC(=CC=C1)N1C=NN=C1)=O